1-(2,6-dichloropyridin-4-yl)cyclobutane-carbaldehyde ClC1=NC(=CC(=C1)C1(CCC1)C=O)Cl